CN1CCN(CC1)C1=CC=C(C=C1)C=1C=C2C(=NC1)NN=C2C=2C=C(C=CC2)C(C)=O 1-(3-(5-(4-(4-methylpiperazin-1-yl)phenyl)-1H-pyrazolo[3,4-b]pyridin-3-yl)phenyl)ethanone